ClC1=NC2=CC=C(C=C2C=C1)N[C@H]1CN(CC1)CC(=O)N1[C@@H](CCC1)C#N (2S)-1-[2-[(3R)-3-[(2-chloro-6-quinolyl)amino]pyrrolidin-1-yl]acetyl]pyrrolidine-2-carbonitrile